[Rb].O water, rubidium salt